4-(2-chloro-7-(8-chloronaphthalen-1-yl)-5,6,7,8-tetrahydropyrido[3,4-d]pyrimidin-4-yl)-3-(2-methoxy-2-oxoethyl)piperazine-1-carboxylic acid benzyl ester C(C1=CC=CC=C1)OC(=O)N1CC(N(CC1)C=1C2=C(N=C(N1)Cl)CN(CC2)C2=CC=CC1=CC=CC(=C21)Cl)CC(=O)OC